CC1N(CCC(C1)(C(=O)O)N)C([C@@H](CCCCN)NC(C(CCC(F)(F)F)NC([C@@H](CC1=CC=CC=C1)NC([C@@H](CC1=CC=CC=C1)N)=O)=O)=O)=O Methyl-4-amino-1-[(2R)-6-amino-2-[[2-[[(2R)-2-[[(2R)-2-amino-3-phenyl-propanoyl]amino]-3-phenyl-propanoyl]amino]-5,5,5-trifluoro-pentanoyl]amino]hexanoyl]piperidine-4-carboxylic acid